C(C)(=O)OC[C@@H](OC(C)=O)COP(=O)([O-])OCC[N+](C)(C)C 1,2-diacetyl-sn-glycero-3-phosphocholine